C1CC12CCN(CC2)C2=C(C(=O)O)C=CC(=C2)I 2-(6-azaspiro[2.5]oct-6-yl)-4-iodobenzoic acid